C1(CCCC2=CC=CC=C12)=O 1-TETRALONE